ethylene-bis-phosphonite C(CP([O-])[O-])P([O-])[O-]